C(C)(=O)N1[C@@H](CCC1)C(=O)N[C@H](C1=CC=C(C=C1)C(C)C)C1=C(C=CC=C1)C (2S)-1-acetyl-N-[(R)-(2-methylphenyl)[4-(propan-2-yl)phenyl]methyl]pyrrolidine-2-carboxamide